C(C1CO1)N N-(2,3-epoxypropyl)amine